(4-formyl-2-nitrophenyl)acetamide ethyl-(3S)-3-amino-3-{5-cyclopropyl-4-fluoro-2'-hydroxy-6'-methyl-[1,1'-biphenyl]-3-yl}propanoate C(C)OC(C[C@@H](C=1C=C(C=C(C1F)C1CC1)C1=C(C=CC=C1C)O)N)=O.C(=O)C1=CC(=C(C=C1)CC(=O)N)[N+](=O)[O-]